(S)-4-(2-(4-(2-acetyl-5-chlorophenyl)-3-methoxy-6-oxopyridazin-1(6H)-yl)-3-phenylpropionamido)-3-fluorobenzoic acid C(C)(=O)C1=C(C=C(C=C1)Cl)C=1C(=NN(C(C1)=O)[C@H](C(=O)NC1=C(C=C(C(=O)O)C=C1)F)CC1=CC=CC=C1)OC